NC1=C(N=CC2=C(C(=CC=C12)F)C=1C(=NC=CC1)F)C(=O)NCCC 4-amino-7-fluoro-8-(2-fluoropyridin-3-yl)-N-propylisoquinoline-3-carboxamide